di-tert-butyl (disulfanediylbis(cyclobutane-3,1-diyl))dicarbamate S(SC1CC(C1)NC(OC(C)(C)C)=O)C1CC(C1)NC(OC(C)(C)C)=O